4-(4'-fluorophenyl)-N-methylpiperidine FC1=CC=C(C=C1)C1CCN(CC1)C